C(C)(C)NC1=NC2=CC=C(C=C2C=C1C(=O)NCCS(=O)(=O)C)C=1C=NNC1 (isopropylamino)-N-(2-(methylsulfonyl)ethyl)-6-(1H-pyrazol-4-yl)quinoline-3-carboxamide